[Cl-].COC1=NN(NC(=C1)OC)[N+]1(CCOCC1)C 4-(4,6-dimethoxytriazin-2-yl)-4-methylmorpholinium chloride